O1N=C(C=N1)C(=O)N1CC2NSC=3C(OCC2C1)=C(NC3)C(=O)N 2-(1,2,5-oxadiazole-3-carbonyl)-2,3,3a,4,10,10a-hexahydro-1H,7H-dipyrrolo[3,4-b:3',4'-f][1,4,5]oxathiazocine-8-carboxamide